ethylphenyl-acetic acid-(2s,5E)-6-phenylhex-5-en-2-yl ester C1(=CC=CC=C1)/C=C/CC[C@H](C)OC(C(C1=CC=CC=C1)CC)=O